ClC=1C=NC=C(C1[C@@H](C)OC=1C=C2C(=NNC2=CC1)C=1C=C(C(=NC1)OC)NCC1=NC=CC=C1)Cl (R)-5-(5-(1-(3,5-Dichloropyridin-4-yl)ethoxy)-1H-indazol-3-yl)-2-methoxy-N-(pyridin-2-ylmethyl)pyridin-3-amine